C=C(C(=O)[O-])C1CCCCC1 Methylencyclohexylacetat